(S)-2-((1-(7-chloro-2-cyano-3-(4,4-difluoropiperidin-1-yl)quinoxalin-5-yl)ethyl)amino)benzoic acid ClC1=CC(=C2N=C(C(=NC2=C1)C#N)N1CCC(CC1)(F)F)[C@H](C)NC1=C(C(=O)O)C=CC=C1